Ethyl (3E)-3-[3-(6-aminopyridin-2-yl)prop-2-yn-1-ylidene]-2,2-dimethylpyrrolidine-1-carboxylate NC1=CC=CC(=N1)C#C\C=C/1\C(N(CC1)C(=O)OCC)(C)C